ClN1C(C[C@H](CC1)N1N=CC(=C1)CNC1=C2C(N(C(C2=CC=C1)=O)C1C(NC(CC1)=O)=O)=O)(C)C 4-[[1-[(4S)-1-chloro-2,2-dimethyl-4-piperidyl]pyrazol-4-yl]methylamino]-2-(2,6-dioxo-3-piperidyl)isoindoline-1,3-dione